1-[2-amino-6-(3,5-dimethoxyphenyl)-pyrido(2,3-d)pyrimidin-7-yl]-3-t-butylurea NC=1N=CC2=C(N1)N=C(C(=C2)C2=CC(=CC(=C2)OC)OC)NC(=O)NC(C)(C)C